COC(C1=C(C=C(C(=C1)F)C1=CC=CC=2CN(COC21)C(C2=C(C=C(C=C2Cl)C2COC2)Cl)=O)N2CCOCC2)=O 4-[3-[2,6-dichloro-4-(oxetan-3-yl)benzoyl]-2,4-dihydro-1,3-benzoxazin-8-yl]-5-fluoro-2-morpholin-4-ylbenzoic acid methyl ester